(2Z)-2-[[4-(2-methoxyethoxy)phenyl]methylene]-3-oxo-butanenitrile COCCOC1=CC=C(C=C1)\C=C(\C#N)/C(C)=O